ClC1=CC(=CC2=CC=CC=C12)CO (4-Chloro-naphthalen-2-yl)-methanol